CN1C=NC=C1C1=NC(=CC(=N1)C(=O)O)C1(COC1)C 2-(1-Methyl-1H-imidazol-5-yl)-6-(3-methyloxetan-3-yl)pyrimidine-4-carboxylic acid